tert-butyl (R)-(1-(6-bromo-1-methyl-5-nitro-1H-benzo[d]imidazol-2-yl)piperidin-3-yl)carbamate BrC=1C(=CC2=C(N(C(=N2)N2C[C@@H](CCC2)NC(OC(C)(C)C)=O)C)C1)[N+](=O)[O-]